N[C@H]1[C@@H](CCC2=CC=CC=C12)OC1=CC=C(C=C1)C1=CC=C(C=C1)C#C[C@@H](CO)N1C(=NC=C1)[C@H](C)O (S)-4-(4'-(((trans)-4-aminotetralin-3-yl)oxy)-[1,1'-biphenyl]-4-yl)-2-(2-((S)-1-hydroxyethyl)-1H-imidazol-1-yl)but-3-yn-1-ol